7-(2-methoxyethoxy)isoquinoline-6-carboxamide COCCOC1=C(C=C2C=CN=CC2=C1)C(=O)N